4-(1-(3-(6-((2-hydroxyethyl)(methyl)amino)-3H-imidazo[4,5-c]pyridin-2-yl)-4-methylbenzoyl)piperidin-4-yl)benzonitrile OCCN(C1=CC2=C(C=N1)NC(=N2)C=2C=C(C(=O)N1CCC(CC1)C1=CC=C(C#N)C=C1)C=CC2C)C